C1(CC1)C1=NC=NC(=C1C1=NC=C2C(=N1)N(C(N(C2=O)C)=O)CC2=CC=C(C=C2)C=2N(C=C(N2)C(F)(F)F)C)OC 7-(4-cyclopropyl-6-methoxypyrimidin-5-yl)-3-methyl-1-(4-(1-methyl-4-(trifluoromethyl)-1H-imidazol-2-yl)benzyl)pyrimido[4,5-d]pyrimidine-2,4(1H,3H)-dione